2-chloro-9,10-bis(methoxycarbonylpropyleneoxy)anthracene tert-butyl-7-cyano-2,3-dihydro-1H-pyrrolo[2,3-c]pyridine-1-carboxylate C(C)(C)(C)OC(=O)N1CCC=2C1=C(N=CC2)C#N.ClC2=CC1=C(C3=CC=CC=C3C(=C1C=C2)OC(CC(=O)OC)C)OC(CC(=O)OC)C